OC=1C=CC=2C[C@@H]3[C@@H]4CCC([C@H]5[C@@]4(C2C1O5)CCN3C)=O 4,5a-epoxy-3-hydroxy-17-methyl-6-morphinanone